C(=C)C1C=COC=C1 4-vinyl-4H-pyran